FC1=C(C#N)C=C(C(=C1)F)[N+](=O)[O-] 2,4-difluoro-5-nitro-benzonitrile